(4-Methoxy-tetrahydro-pyran-4-yl)-{4-[1-(2-methyl-3-trifluoromethyl-phenyl)-ethylamino]-1,3-dihydro-2,5,6,8a-tetraaza-as-indacen-2-yl}-methanone COC1(CCOCC1)C(=O)N1CC=2N3C=CN=C3N=C(C2C1)NC(C)C1=C(C(=CC=C1)C(F)(F)F)C